3-(3,3,3-trifluoropropyl)bicyclo[1.1.1]pentan-1-amine FC(CCC12CC(C1)(C2)N)(F)F